5-chloro-N-[2,4-difluoro-3-(2-[1-methylpyrazolo[4,3-b]pyridin-6-yl]ethyl)phenyl]-2-methoxypyridine-3-sulfonamide ClC=1C=C(C(=NC1)OC)S(=O)(=O)NC1=C(C(=C(C=C1)F)CCC=1C=C2C(=NC1)C=NN2C)F